methyl 3-(7-chloro-1-(cyclopropylmethyl)-1H-pyrrolo[2,3-c]pyridine-2-carboxamido)-5-fluoro-4-(methylamino)benzoate ClC=1N=CC=C2C1N(C(=C2)C(=O)NC=2C=C(C(=O)OC)C=C(C2NC)F)CC2CC2